ClC1=C(C(=CC=C1)Cl)NC1=NN(C2=NC(=NC=C21)NC)CCC(C)(C)OC N3-(2,6-dichlorophenyl)-1-(3-methoxy-3-methylbutyl)-N6-methyl-1H-pyrazolo[3,4-d]pyrimidine-3,6-diamine